tert-butyl carbamate benzyl-3-(tert-butoxycarbonylamino)-4-(methoxymethyl)piperidine-1-carboxylate C(C1=CC=CC=C1)OC(=O)N1CC(C(CC1)COC)NC(=O)OC(C)(C)C.C(N)(OC(C)(C)C)=O